FC=1C=C(C=C(C1)C(F)(F)F)C=1N=C(SC1)N 4-[3-fluoro-5-(trifluoromethyl)phenyl]-1,3-thiazol-2-amine